Pentadecan-10-ene CCCCCCCCCC=CCCCC